methyl trans-1-amino-3-methylcyclohexane-1-carboxylate hydrochloride Cl.N[C@@]1(C[C@H](CCC1)C)C(=O)OC